C(C)(C)(C)OC(=O)N1CCC(CC1)C(C(=O)O)CCO[Si](C)(C)C(C)(C)C 2-(1-(t-Butoxycarbonyl)piperidin-4-yl)-4-((t-butyldimethylsilyl)oxy)Butyric acid